OC(CCCC=CCC=CCC=CCC=CCCCC(=O)O)C 19-hydroxyeicosa-5,8,11,14-tetraenoic acid